ClC=1C(=C2N=C(N=C3C2=C(C[C@@H]([C@H]2[C@@]4(CC[C@](CN32)(N4C(=O)OC(C)(C)C)F)F)C)N1)S(=O)(=O)CC)F tert-butyl (5S,5aS,6R,9S)-2-chloro-12-(ethylsulfonyl)-1,6,9-trifluoro-5-methyl-4,5,5a,6,7,8,9,10-octahydro-3,10a,11,13,14-pentaaza-6,9-methanonaphtho[1,8-ab]heptalene-14-carboxylate